palmitoyl-2-arachidonoyl-sn-glycero-3-phosphocholine C(CCCCCCCCCCCCCCC)(=O)C(OP(OC[C@@H](CO)OC(CCC\C=C/C\C=C/C\C=C/C\C=C/CCCCC)=O)(=O)[O-])C[N+](C)(C)C